Rac-ethyl 2-((1R,3R)-3-((2S,3S)-2-((R)-1-(2-((tert-butyldimethylsilyl)oxy)ethyl)piperidine-2-carboxamido)-N-hexyl-3-methylpentanamido)-1-ethoxy-4-methylpentyl)thiazole-4-carboxylate [Si](C)(C)(C(C)(C)C)OCCN1[C@H](CCCC1)C(=O)N[C@H](C(=O)N(CCCCCC)[C@H](C[C@@H](OCC)C=1SC=C(N1)C(=O)OCC)C(C)C)[C@H](CC)C |r|